C1(CCCCC1)CCC(=O)OCC(COC(CCC1CCCCC1)=O)OC(CCCC(CCCC(=O)OC(COC(CCC1CCCCC1)=O)COC(CCC1CCCCC1)=O)OC(CCCN(C)C)=O)=O bis(1,3-bis((3-cyclohexylpropanoyl)oxy)propan-2-yl)5-((4-(dimethyl amino)butanoyl)oxy)nonanedioate